6-hydroxy-2,5,7,8-tetramethyl-chromane-2-carboxylic acid propyl ester C(CC)OC(=O)C1(OC2=C(C(=C(C(=C2CC1)C)O)C)C)C